4-(3-((((1S,3S)-3-aminocyclohexyl)-methyl)amino)-1-(3-(4-methoxypiperidin-1-yl)phenyl)-1H-pyrazol-5-yl)-2-fluorobenzonitrile 2,2,2-trifluoroacetate FC(C(=O)O)(F)F.N[C@@H]1C[C@H](CCC1)CNC1=NN(C(=C1)C1=CC(=C(C#N)C=C1)F)C1=CC(=CC=C1)N1CCC(CC1)OC